BrC1=CC=CC=2N(CCCCC21)C2=NC=1N(C3=CC=C(C(=C23)F)F)C(=NN1)C 5-(6-bromo-2,3,4,5-tetrahydro-1H-benzo[b]azepin-1-yl)-6,7-difluoro-1-methyl-[1,2,4]triazolo[4,3-a]quinazoline